[2H]C1=C(C(=C(C2=C1NC(=C2C[C@@H](C(=O)O)N)[2H])[2H])O)[2H] 5-hydroxytryptophan-d4